FC(C1=CC=CC=N1)F l-r-6-(difluoromethyl)pyridin